2-((3-(2-(Trifluoromethyl)pyridin-4-yl)pyrazolo[1,5-a]pyrimidin-6-yl)methyl)-7-oxa-2-azaspiro[3.5]nonane FC(C1=NC=CC(=C1)C=1C=NN2C1N=CC(=C2)CN2CC1(C2)CCOCC1)(F)F